CC1=C(C=C(C(=C1)SC1=CC(=CC=C1)OCC(F)(F)F)C)N=CN(C)CC N'-(2,5-Dimethyl-4-{[3-(2,2,2-trifluoroethoxy)phenyl]sulfanyl}phenyl)-N-ethyl-N-methylimidoformamid